C(C)(C)(C)OC(C(CC1=NC=C(C=C1)OCCOCCOCC)OS(=O)(=O)C)=O 3-{5-[2-(2-ethoxyethoxy)ethoxy]pyridin-2-yl}-2-[(methylsulfonyl)oxy]propanoic acid tert-butyl ester